FC=1C=C2C=CC(=NC2=CC1)N 6-fluoroquinolin-2-amine